C(CCCCCCCC)N(CCN(CC(=O)N1CCN(CC1)C(CN(CCCOC(CCCCCCCCC)=O)CCCCCCCCCCCCCC)=O)CCCCCCCCC)CCCCCCCCC 3-((2-(4-(N-(2-(Dinonylamino)ethyl)-N-nonylglycyl)piperazin-1-yl)-2-oxoethyl)(tetradecyl)amino)propyldecanoate